1-(3-iodo-5-(1,2,4,5-tetrazin-3-yl)benzyl)guanidine IC=1C=C(CNC(=N)N)C=C(C1)C=1N=NC=NN1